ClC1=NC(=CC=C1C(=O)OC)NCC1=C(C=C(C=C1)OC)OC methyl 2-chloro-6-[(2,4-dimethoxyphenyl)methylamino]pyridine-3-carboxylate